N-(2-chloro-3-(4,4,5,5-tetramethyl-1,3,2-dioxaborolan-2-yl)phenyl)-1,5-dimethyl-4,5,6,7-tetrahydro-1H-imidazo[4,5-c]Pyridine-2-carboxamide ClC1=C(C=CC=C1B1OC(C(O1)(C)C)(C)C)NC(=O)C=1N(C2=C(CN(CC2)C)N1)C